C(C1=CC=CC=C1)OC(C(=O)OCC)(C(C=C)OC(C)(C)C)C(F)(F)F ethyl 2-benzyloxy-3-tert-butoxy-2-(trifluoromethyl)pent-4-enoate